methyl (1S,4S)-4-(((2-oxo-4-(o-tolyl)-2H-chromen-7-yl)methyl)carbamoyl)cyclohexane-1-carboxylate O=C1OC2=CC(=CC=C2C(=C1)C1=C(C=CC=C1)C)CNC(=O)C1CCC(CC1)C(=O)OC